FCCCN1CC(C1)NC=1C=CC(=NC1)[C@H]1N([C@@H](CC2=CC(=CC=C12)O)C)CC(F)(F)F (1S,3R)-1-(5-((1-(3-Fluoropropyl)azetidin-3-yl)amino)pyridin-2-yl)-3-methyl-2-(2,2,2-trifluoroethyl)-1,2,3,4-tetrahydroisoquinolin-6-ol